BrCCCC(=O)OCCCCCCCC\C=C/CCCCCCCC (Z)-octadec-9-en-1-yl 4-bromobutanoate